FC1(CCC(CC1)NC1=NC(=CC(=C1)CO)N1N=C(C=C1)C(F)(F)F)F (2-((4,4-difluorocyclohexyl)amino)-6-(3-(trifluoromethyl)-1H-pyrazol-1-yl)pyridin-4-yl)methanol